(S)-(6-(4-(4-chlorophenyl)-5-hydroxy-3-methyl-1H-pyrazol-1-yl)pyridin-3-yl)(cyclopropyl)(imino)-λ6-sulfanone ClC1=CC=C(C=C1)C=1C(=NN(C1O)C1=CC=C(C=N1)[S@](=O)(=N)C1CC1)C